[Ir].C1(=CC=CC=C1)C1=NC=CC2=CC=CC=C12.C1(=CC=CC=C1)C1=NC=CC2=CC=CC=C12 (bis(1-phenylisoquinoline)) iridium